C(C)(C)(C)C=1C=NNC1O[C@H]1C[C@H](CC1)C1=CC(=NN1)NC=1C=CC2=C(CNS2(=O)=O)C1F cis-5-((5-(3-((4-(tert-butyl)-1H-pyrazol-5-yl)oxy)cyclopentyl)-1H-pyrazol-3-yl)amino)-4-fluoro-2,3-dihydrobenzo[d]isothiazole 1,1-dioxide